8-((4-((cyclopropylmethyl)(4-fluoro-2-methylphenyl)amino)cyclohexyl)(methyl)amino)-5-methyl-6-oxo-5,6-dihydro-1,5-naphthyridine-2-carbonitrile C1(CC1)CN(C1CCC(CC1)N(C1=CC(N(C=2C=CC(=NC12)C#N)C)=O)C)C1=C(C=C(C=C1)F)C